C(C)(C)(C)C[C@@H](C1=CC=CC=C1)N(C(O)=O)C=1C=2N(C=C(N1)Cl)C(=CN2)C(C)C.CS(=O)(=O)NCC(=O)O N-(methylsulfonyl)glycine tert-butyl-(S)-(6-chloro-3-isopropylimidazo[1,2-a]pyrazin-8-yl)(1-phenylethyl)carbamate